(3R)-3-amino-5,5,7-trifluoro-8-[5-(4-oxa-7-azaspiro[2.5]octan-7-yl)-1,3,4-oxadiazol-2-yl]-1-[[4-[5-(trifluoromethyl)-1,2,4-oxadiazol-3-yl]phenyl]methyl]-3,4-dihydro-1-benzazepin-2-one N[C@H]1C(N(C2=C(C(C1)(F)F)C=C(C(=C2)C=2OC(=NN2)N2CCOC1(CC1)C2)F)CC2=CC=C(C=C2)C2=NOC(=N2)C(F)(F)F)=O